P(=O)([O-])([O-])O.[Mg+2] monomagnesium phosphate